2-[4-[[5-benzyloxy-4-[(4-methoxyphenyl)methylsulfanyl]-2-pyridyl]oxy]-3,5-dichloro-phenyl]-6-(difluoromethyl)-1,2,4-triazine-3,5-dione C(C1=CC=CC=C1)OC=1C(=CC(=NC1)OC1=C(C=C(C=C1Cl)N1N=C(C(NC1=O)=O)C(F)F)Cl)SCC1=CC=C(C=C1)OC